((3-fluoro-2-methoxyphenyl)amino)-2-(3-((1-(trifluoromethyl)cyclopropyl)ethynyl)pyridin-4-yl)-1,5,6,7-tetrahydro-4H-pyrrolo[3,2-c]pyridin-4-one FC=1C(=C(C=CC1)NN1C(=CC=2C(NCCC21)=O)C2=C(C=NC=C2)C#CC2(CC2)C(F)(F)F)OC